C1(CCCCC1)P(C1=C(C=CC=C1)C1=C(C(=CC=C1OC)S(=O)(=O)[O-])OC)C1CCCCC1.[Na+].COC1=C(C=C(C(=C1)O)C(C1=CC=CC=C1)=O)CC1=C(C=C(C(=C1)C(C1=CC=CC=C1)=O)O)OC bis-(2-methoxy-4-hydroxy-5-benzoylphenyl)methane sodium 2-dicyclohexylphosphino-2',6'-dimethoxybiphenyl-3'-sulfonate